C(#N)C=1C=C(C=CC1F)NC(C1=C(C(=CC=C1OC1=C(C=C(C=C1)F)CC)C(F)(F)F)F)=O N-(3-cyano-4-fluorophenyl)-6-(2-ethyl-4-fluorophenoxy)-2-fluoro-3-(trifluoromethyl)benzamide